8-bromo-N-((5-fluoro-2,3-dihydrobenzofuran-4-yl)methyl)pyrido[3,4-d]pyridazin-5-amine BrC1=CN=C(C2=CN=NC=C21)NCC2=C(C=CC1=C2CCO1)F